C(C)OC(COC=1C(=CC2=C(N=C(S2)C)C1)Br)=O 2-((6-Bromo-2-methylbenzo[d]thiazol-5-yl)oxy)acetic acid ethyl ester